N1N=NN=C1C=1C=CC2=C(N(C(=N2)CN2CCC(CC2)C2=CC=CC(=N2)OCC2=C(C=C(C#N)C=C2)F)CC2=CN=CS2)C1 4-(((6-(1-((6-(1H-tetrazol-5-yl)-1-(thiazol-5-ylmethyl)-1H-benzo[d]imidazol-2-yl)methyl)piperidin-4-yl)pyridin-2-yl)oxy)methyl)-3-fluorobenzonitrile